Butyl (2S,5R)-4-isobutyryl-2,5-dimethylpiperazine-1-carboxylate C(C(C)C)(=O)N1C[C@@H](N(C[C@H]1C)C(=O)OCCCC)C